C(C)(C)(C)NC(CN(C=1C2=C(N=C(N1)C1=NC=CC=C1)CCC2)CCO)=O N-(tert-butyl)-2-((2-hydroxyethyl)(2-(pyridin-2-yl)-6,7-dihydro-5H-cyclopenta[d]pyrimidin-4-yl)amino)acetamide